C(=C)S(=O)(=O)C1=CC=CC=C1 vinyl-phenylsulfone